4-(difluoromethyl)aniline hydrochloride Cl.FC(C1=CC=C(N)C=C1)F